N[C@H](CC1=CC2=NSC(=C2S1)NCC=1SC=CC1)C 5-[(2S)-2-aminopropyl]-N-(thiophen-2-ylmethyl)thieno[3,2-c][1,2]thiazol-3-amine